C(C)(C)(C)OC(=O)N1CC=2C=CC(=NC2CC1)Cl 2-Chloro-7,8-dihydro-1,6-naphthyridine-6(5H)-carboxylic acid tert-butyl ester